1-(3-((1,1,1-trifluoropropan-2-yl)oxy)phenyl)ethan-1-amine FC(C(C)OC=1C=C(C=CC1)C(C)N)(F)F